FC1=CC=CC(=N1)B(O)O (6-fluoro-2-pyridyl)boronic acid